7-bromo-6-methyl-4-(propan-2-yl)pyrrolo[1,2-b]pyridazine-3-carboxylic acid ethyl ester C(C)OC(=O)C1=C(C=2N(N=C1)C(=C(C2)C)Br)C(C)C